BrCCC1CC1 2-Bromoethyl-cyclopropane